6-[3-bromo-5-chloro-4-(2-oxopropoxy)phenyl]-5-methyl-4,5-dihydro-2H-pyridazin-3-one BrC=1C=C(C=C(C1OCC(C)=O)Cl)C=1C(CC(NN1)=O)C